ClC1=CC=C(C=C1)C1=N[C@H](C=2N(C3=C1C(=C(S3)C)C)C(=NN2)C)CC(=O)NC2=CC=C(OCCOCCOCCOCCOCCOCCOCCOCCC(=O)OC(C)(C)C)C=C2 tert-butyl (S)-1-(4-(2-(4-(4-chlorophenyl)-2,3,9-trimethyl-6H-thieno[3,2-f][1,2,4]triazolo[4,3-a][1,4]diazepin-6-yl)acetamido)phenoxy)-3,6,9,12,15,18,21-heptaoxatetracosan-24-oate